(S)-N-Boc-3-acetyl-piperidine methyl-3-(2-(3-oxa-7-azabicyclo[3.3.1]nonan-7-yl)-6-methoxybenzo[d]thiazole-7-carboxamido)isonicotinate COC(C1=C(C=NC=C1)NC(=O)C1=C(C=CC=2N=C(SC21)N2CC1COCC(C2)C1)OC)=O.C(=O)(OC(C)(C)C)N1C[C@H](CCC1)C(C)=O